NCCCCCCCCCCCCCN 1,13-Diaminotridecan